N[C@H](C(=O)N(CCCC1=CC=CC=C1)C)C (S)-2-amino-N-methyl-N-(3-phenylpropyl)propanamide